(R)-4-((1R,3R,5S,6R)-6-(1-isopropyl-3-((1R,4R)-4-(trifluoromethyl)cyclohexyl)-1H-1,2,4-triazol-5-yl)bicyclo[3.1.0]hexane-3-yl)-3-methylmorpholine C(C)(C)N1N=C(N=C1C1[C@H]2CC(C[C@@H]12)N1[C@@H](COCC1)C)C1CCC(CC1)C(F)(F)F